octyl-(triethoxy)silane C(CCCCCCC)[Si](OCC)(OCC)OCC